(5R,6S,8R)-8-{(1S,2R)-7-[(R)-3-methyl-4-morpholinyl]-2,6-difluoro-1-hydroxy-4-indanyl}-3,5,6-trifluoro-5,6,7,8-tetrahydro-1-naphthonitrile C[C@H]1N(CCOC1)C=1C(=CC(=C2C[C@H]([C@H](C12)O)F)[C@H]1C[C@@H]([C@@H](C=2C=C(C=C(C12)C#N)F)F)F)F